6-amino-3,4-dihydroquinolin NC=1C=C2CCC=NC2=CC1